2-(3-chloro-2,4-difluorophenyl)-N-[(1R,6S)-2,2-difluoro-6-(4-isopropylpiperazin-1-yl)cyclohexyl]acetamide ClC=1C(=C(C=CC1F)CC(=O)N[C@H]1C(CCC[C@@H]1N1CCN(CC1)C(C)C)(F)F)F